CC1=CC=CC(=N1)C1=NNC=C1C=1N=C2C(=CC=NC2=CC1)N 6-[3-(6-methyl-2-pyridyl)-1H-pyrazol-4-yl]-1,5-naphthyridin-4-amine